C(C1=CC=CC=C1)N1C[C@H](OC(C1)(C)C)[C@H](C)O (1S)-1-[(2S)-4-benzyl-6,6-dimethylmorpholin-2-yl]ethan-1-ol